4-Hydroxyphenyl-4-isopropoxyphenyl sulfone OC1=CC=C(C=C1)C1=C(C=CC(=C1)OC(C)C)S(=O)(=O)C1=C(C=C(C=C1)OC(C)C)C1=CC=C(C=C1)O